perfluoro-2-methyl-2-pentyl methacrylate C(C(=C)C)(=O)OC(C(F)(F)F)(C(C(C(F)(F)F)(F)F)(F)F)C(F)(F)F